C(C)OC(=O)C1=NC=2CCCCC2N=C1O 3-hydroxy-5,6,7,8-tetrahydroquinoxaline-2-carboxylic acid ethyl ester